[Na].OC1(CC(C1)C(=O)N1CC2(C1)CC(C2)OC2=NC(=C(C=C2)C(F)(F)F)C)C ((1s,3s)-3-hydroxy-3-methylcyclobutyl)(6-((6-methyl-5-(trifluoromethyl)pyridin-2-yl)oxy)-2-azaspiro[3.3]hept-2-yl)methanone Sodium